2-cyano-4-(trifluoromethyl)benzene-1-sulfonyl chloride C(#N)C1=C(C=CC(=C1)C(F)(F)F)S(=O)(=O)Cl